C1C(CC2=CC=CC=C12)CC(C)(C)NC[C@H](COC=1C=C(C=C(C1F)F)CCC(=O)O)O (R)-3-(3-(3-((1-(2,3-dihydro-1H-inden-2-yl)-2-methylpropan-2-yl)amino)-2-hydroxypropoxy)-4,5-difluorophenyl)propanoic acid